FC1=C2C(=C(C=3N=C(NC31)C3CN(CCO3)C)F)CC(C2)C=O 4,8-Difluoro-2-(4-methylmorpholin-2-yl)-3,5,6,7-tetrahydrocyclopenta[f]benzimidazole-6-carbaldehyde